p-Boc-aminophenyl-boronic acid pinacol ester C(=O)(OC(C)(C)C)C1=CC=C(C=C1)B1OC(CN)(C)C(C)(C)O1